2-Chloro-9,10-bis(2H3)methoxy-6H,7H-pyrimido[4,3-a]isoquinolin-4-one ClC=1C=C2N(CCC3=CC(=C(C=C23)OC([2H])([2H])[2H])OC([2H])([2H])[2H])C(N1)=O